3-(6-(2-(trifluoromethyl)phenyl)-2H-indazol-2-yl)acrylic acid butyl ester C(CCC)OC(C=CN1N=C2C=C(C=CC2=C1)C1=C(C=CC=C1)C(F)(F)F)=O